C(C1=CC=CC=C1)OC(=O)NC(C(=O)O)CCC1=CC=C(C=C1)S(F)(F)(F)(F)F 2-(benzyloxycarbonylamino)-4-[4-(pentafluoro-λ6-sulfanyl)phenyl]butanoic acid